7,10-dibromo-2-[5-bromo-2-(3-chloro-2-pyridyl)pyrazol-3-yl]benzo[g][3,1]benzoxazin-4-one BrC=1C=CC2=C(C3=C(C(OC(=N3)C=3N(N=C(C3)Br)C3=NC=CC=C3Cl)=O)C=C2C1)Br